3,7-dinitro-1,3,5,7-tetraazabicyclononane [N+](=O)([O-])N1CN(CCN(CNC1)[N+](=O)[O-])C1CCCCCCCC1